potassium urea methyl-2-((1H-pyrrolo[2,3-b]pyridin-5-yl)oxy)-4-fluorobenzoate COC(C1=C(C=C(C=C1)F)OC=1C=C2C(=NC1)NC=C2)=O.NC(=O)N.[K]